C(C(=O)OC(C)(C)CC)(=O)OC(C)(C)CC Di-t-amyl oxalate